ClC=1C(N(N=CC1C1(COC1)O)CC1=NC(=NO1)C[C@H](O)C1=CC=C(C=C1)Cl)=O 4-chloro-2-({3-[(2S)-2-(4-chlorophenyl)-2-hydroxyethyl]-1,2,4-oxadiazol-5-yl}methyl)-5-(3-hydroxyoxetan-3-yl)-2,3-dihydropyridazin-3-one